Di-isopropylketone methyl-6-methyl-2,2-diphenyl-2H-1,3-benzodioxole-5-carboxylate COC(=O)C1=CC2=C(OC(O2)(C2=CC=CC=C2)C2=CC=CC=C2)C=C1C.C(C)(C)C(=O)C(C)C